C(#N)C=1C=NC(=NC1)N1C[C@H](N([C@H](C1)C)C(=O)NCCC1CCN(CC1)CC1=CC=C(C=C1)OC)C (2R,6S)-4-(5-cyanopyrimidin-2-yl)-N-(2-{1-[(4-methoxyphenyl)-methyl]piperidin-4-yl}ethyl)-2,6-dimethylpiperazine-1-carboxamide